N-[(2-chloroquinolin-7-yl)methyl]-N-(5,6,7,8-tetrahydroquinolin-8-yl)pyridine-3-carboxamide ClC1=NC2=CC(=CC=C2C=C1)CN(C(=O)C=1C=NC=CC1)C1CCCC=2C=CC=NC12